N-(2-fluorophenyl)-7-(5-morpholinopyridin-2-yl)quinazolin-4-amine FC1=C(C=CC=C1)NC1=NC=NC2=CC(=CC=C12)C1=NC=C(C=C1)N1CCOCC1